2-(2-fluoro-4-(pyrrolidin-2-yl)phenyl)-N-(3-(4-fluoropiperidin-1-yl)propyl)-6-methylbenzo[d]imidazo[2,1-b]thiazole-7-carboxamide FC1=C(C=CC(=C1)C1NCCC1)C=1N=C2SC3=C(N2C1)C=C(C(=C3)C(=O)NCCCN3CCC(CC3)F)C